C(C)(C)(C)OC(=O)N1[C@H]2[C@@H]([C@@H](C[C@@H]1CC2)O)NC(=O)OCC2=CC=CC=C2 |r| racemic-(1R,2S,3R,5S)-2-(((benzyloxy)carbonyl)amino)-3-hydroxy-8-azabicyclo[3.2.1]Octane-8-carboxylic acid tert-butyl ester